FC1=CC=C(C=C1)C1C=C(C(N1C)=O)C(=O)NC1=CC=C(C=C1)OC 5-(4-fluorophenyl)-N-(4-methoxyphenyl)-1-methyl-2-oxo-2,5-dihydro-1H-pyrrole-3-carboxamide